ClC1=C(C=CC=C1)CN1CCC(CC1)N1CCN(CCC1)C1=CC=CC(=N1)C(=O)NCC(F)(F)F 6-(4-{1-[(2-Chlorophenyl)methyl]piperidin-4-yl}-1,4-diazepan-1-yl)-N-(2,2,2-trifluoroethyl)pyridine-2-carboxamide